ethyl 5-methyl-4,5,6,7-tetrahydrothieno[3,2-c]pyridine-2-carboxylate CN1CC2=C(CC1)SC(=C2)C(=O)OCC